P(=O)(OC)(OC[C@@H](COCCCCCCCCCCCCCC)OCC1=C(C=C(C=C1)C#N)F)O methyl ((R)-2-((4-cyano-2-fluorobenzyl) oxy)-3-(tetradecyloxy)propyl) hydrogen phosphate